BrC1=CC=C(C=C1)[C@H]1CC(OC(C1)(C)C)O (4R)-4-(4-bromophenyl)-6,6-dimethyltetrahydro-2H-pyran-2-ol